NC1=NC=CC(=N1)C=1C2=C(C(=NC1)NCC=1C=C(C(=O)NCC(F)(F)F)C=CC1)CCO2 3-(((7-(2-Aminopyrimidin-4-yl)-2,3-dihydrofuro[3,2-c]pyridin-4-yl)amino)methyl)-N-(2,2,2-trifluoroethyl)benzamide